2-bromo-6,7-dihydro-5H-thieno[2,3-b][1,4]oxathiepine 4,4-dioxide BrC1=CC2=C(OCCCS2(=O)=O)S1